ClC=1C(=NC=CC1C1=C(C(=CC=C1)NC(C1=NC=C(C=C1)CO)=O)C)C1=CC(=C(CN(C(OC(C)(C)C)=O)C[C@H]2NC(CC2)=O)C=C1)OC tert-Butyl (S)-(4-(3-chloro-4-(3-(5-(hydroxymethyl)picolinamido)-2-methylphenyl)pyridin-2-yl)-2-methoxybenzyl)((5-oxopyrrolidin-2-yl)methyl)carbamate